C(C)O/C=C/C1=NC=CC(=N1)SC 2-[(E)-2-ethoxyvinyl]-4-methylsulfanyl-pyrimidine